1-(4-(1-(3-hydroxybenzoyl)piperidin-4-yl)phenyl)butan-1-one OC=1C=C(C(=O)N2CCC(CC2)C2=CC=C(C=C2)C(CCC)=O)C=CC1